3-bromo-5-chloro-1-(5-methylisoxazol-3-yl)-2-(2,4,6-trifluorophenyl)pyridin-4(1H)-one BrC1=C(N(C=C(C1=O)Cl)C1=NOC(=C1)C)C1=C(C=C(C=C1F)F)F